5-(2,5-dihydroxy-4-sulfobenzamido)-2-hydroxybenzoic acid OC1=C(C(=O)NC=2C=CC(=C(C(=O)O)C2)O)C=C(C(=C1)S(=O)(=O)O)O